tris(tert-butylphenyl) diphosphite O(P(OC1=C(C=CC=C1)C(C)(C)C)OP(OC1=C(C=CC=C1)C(C)(C)C)[O-])C1=C(C=CC=C1)C(C)(C)C